ClC1=CC=C(C=C1)C1=N[C@H](C=2N(C3=C1C=C(C=C3)OCCOCCNC(C3=C(C=CC=C3)O)=O)C(=NN2)C)CC(=O)NCC N-(2-(2-(((4S)-6-(4-chlorophenyl)-4-(2-(ethylamino)-2-oxoethyl)-1-methyl-4H-benzo[f][1,2,4]triazolo[4,3-a][1,4]diazepin-8-yl)oxy)ethoxy)ethyl)-2-hydroxybenzamide